9-(1-naphthyl)9H-carbazole C1(=CC=CC2=CC=CC=C12)N1C2=CC=CC=C2C=2C=CC=CC12